1-trifluoromethyl-3,3-dimethyl-1,2-benziodoxolane FC(I1OC(C2=C1C=CC=C2)(C)C)(F)F